2-(3,5-Dimethylthiophen-2-yl)-6-fluoro-1,2,3,4-tetrahydroisoquinoline CC1=C(SC(=C1)C)N1CC2=CC=C(C=C2CC1)F